N1(CCCCC1)C=1C2=C(N=C(N1)N(CCO)CCO)C(=NC(=N2)N(CCO)CCO)N2CCCCC2 2,2',2'',2'''-((4,8-Di(piperidin-1-yl)pyrimido[5,4-d]pyrimidine-2,6-diyl)bis(azanetriyl))tetraethanol